1-(4-(2-(((3R,4S)-3-Fluoro-1-(methylsulfonyl)piperidin-4-yl)amino)-5-(trifluoromethyl)pyrimidin-4-yl)-1H-pyrazol-1-yl)-2-methylpropan-2-ol F[C@@H]1CN(CC[C@@H]1NC1=NC=C(C(=N1)C=1C=NN(C1)CC(C)(O)C)C(F)(F)F)S(=O)(=O)C